B(F)(F)F.C(C)N1C=[N+](C=C1)C 1-ethyl-3-methylimidazolium boron fluoride salt